6-(3-(2-Azidoethoxy)phenyl)-2-(1-methyl-1H-imidazol-2-yl)-5-phenylpyrrolo[2,1-f][1,2,4]triazin-4-ol N(=[N+]=[N-])CCOC=1C=C(C=CC1)C=1C(=C2C(=NC(=NN2C1)C=1N(C=CN1)C)O)C1=CC=CC=C1